4-((3-bromobenzyl)amino)-6-nitro-2H-benzopyran-2-one BrC=1C=C(CNC2=CC(OC3=C2C=C(C=C3)[N+](=O)[O-])=O)C=CC1